FC(C1=CC=C(C=C1)C1=CC=C(C=NNC=2SC(=C(N2)C)C(C)=NNC(=N)N)C=C1)(F)F 2-(2-(4-(p-trifluoromethylphenyl)benzylidene)hydrazino)-4-methyl-5-(1-(guanidinoimino)ethyl)-thiazole